COC(C(=O)NC)(C)O[C@@H](C(F)(F)F)C methoxy-N-methyl-2-(((R)-1,1,1-trifluoropropan-2-yl)oxy)propanamide